OC=1C=C(C=CC1O)CCNC(C=C)=O N-[2-(3,4-dihydroxyphenyl)ethyl]acrylamide